FC1=CC=CC2=C1NC(=N2)C2=CC(=NN2)NC(=O)C=2C=NC(=CC2)N2CCC(CC2)CO N-[5-(7-fluoro-1H-benzimidazol-2-yl)-1H-pyrazol-3-yl]-6-[4-(hydroxymethyl)-1-piperidyl]pyridine-3-carboxamide